C1(CC1)C1=CC(=NN1)NC1=NC(=NC=C1)N(C1CCC(CC1)C(=O)NCC1CC2=CC=CC=C2C1)C (1R,4R)-4-((4-((5-cyclopropyl-1H-pyrazol-3-yl)amino)pyrimidin-2-yl)(methyl)amino)-N-((2,3-dihydro-1H-inden-2-yl)methyl)cyclohexane-1-carboxamide